ClC1=C(C=CC=C1C1=C(C(=NC=C1)C1=CC=C2C(=CN(C2=C1)C)CNC[C@@H](C)O)Cl)C1=CC=C(C(=N1)OC)CNC[C@@H]1CCC(N1)=O (S)-5-((((6-(2-chloro-3-(3-chloro-2-(3-((((R)-2-hydroxypropyl)amino)methyl)-1-methyl-1H-indol-6-yl)pyridin-4-yl)phenyl)-2-methoxypyridin-3-yl)methyl)amino)methyl)pyrrolidin-2-one